(+/-)-6-Bromo-1-methyl-4-((3R,4R)-3-methyl-4-(4-(tert-pentyl)phenoxy)piperidin-1-yl)-2-oxo-1,2-dihydro-1,5-naphthyridin-3-carbonitril BrC=1N=C2C(=C(C(N(C2=CC1)C)=O)C#N)N1C[C@H]([C@@H](CC1)OC1=CC=C(C=C1)C(C)(C)CC)C |r|